[O-2].[V+5].[V+5].[V+5].[V+5].[V+5] pentavanadium oxide